Br[C@@]1(C[C@H](N(C1)C(=O)OC(C)(C)C)C(=O)OC)C(=O)OC 1-(t-butyl) 2,4-dimethyl (2S,4R)-4-bromopyrrolidine-1,2,4-tricarboxylate